4-[3-chloro-4-[methyl-(propionyl)amino]phenyl]-N-[(2,6-dimethyl-3-pyridyl)methyl]benzamide ClC=1C=C(C=CC1N(C(CC)=O)C)C1=CC=C(C(=O)NCC=2C(=NC(=CC2)C)C)C=C1